(R)-2-chloro-3-formyl-N,N-dimethyl-6-(3-methylmorpholinyl)isonicotinamide ClC=1C(=C(C(=O)N(C)C)C=C(N1)N1[C@@H](COCC1)C)C=O